[3-(N-hydroxycarbamimidoyl)-5H,6H,7H-cyclopenta[b]pyridin-7-yl]benzamide ONC(=N)C=1C=C2C(=NC1)C(CC2)C2=C(C(=O)N)C=CC=C2